4-(((2-(2-methyl-5-nitro-1H-imidazol-1-yl)ethoxy)carbonyl)amino)piperidine-1-carboxylic acid tert-butyl ester C(C)(C)(C)OC(=O)N1CCC(CC1)NC(=O)OCCN1C(=NC=C1[N+](=O)[O-])C